4-((4-chloro-2-fluorobenzyl)oxy)-5-fluoro-2-(piperazin-1-yl)pyridine hydrochloride Cl.ClC1=CC(=C(COC2=CC(=NC=C2F)N2CCNCC2)C=C1)F